(S)-4-amino-7-((tetrahydrofuran-3-yl)oxy)benzo[d][1,3]dioxole-5-carboxylic acid methyl ester COC(=O)C1=C(C2=C(OCO2)C(=C1)O[C@@H]1COCC1)N